2-(5-chloro-2-methoxy-phenyl)acetamide ClC=1C=CC(=C(C1)CC(=O)N)OC